NC=1C=C(C(=NC1)C)NC(=O)C=1C=NN2C1SC(=C2)C=2C(=NN(C2C)CCOC)C N-(5-amino-2-methylpyridin-3-yl)-2-(1-(2-methoxyethyl)-3,5-dimethyl-1H-pyrazol-4-yl)pyrazolo[5,1-b]thiazole-7-carboxamide